Cl.NCCNC(=O)N1C=CC2=C1N=CN=C2N(C)[C@H]2CN(CC[C@H]2C)C(CC#N)=O N-(2-aminoethyl)-4-(((3R,4R)-1-(2-cyanoacetyl)-4-methylpiperidin-3-yl)(methyl)amino)-7H-pyrrolo[2,3-d]pyrimidine-7-carboxamide hydrochloride